ClC1=CC(=C(C=C1F)N)N 4-chloro-5-fluoro-1,2-phenylenediamine